methyl-3-furanethiol CC=1OC=CC1S